C(C1=CC=CC=C1)OC1=C(C=C(C=N1)C1OCC[C@@H](C1)C(=O)N)C (4S)-2-(6-benzyloxy-5-methyl-3-pyridyl)tetrahydropyran-4-carboxamide